4-bromo-1-methyl-3-(trifluoromethyl)-1H-pyrazol-5-amine BrC=1C(=NN(C1N)C)C(F)(F)F